racemic-N-(5-((4-oxaspiro(2.4)heptan-6-yl)oxy)-1,3,4-thiadiazol-2-yl)-2'-chloro-5'-methoxy-6-methyl-(4,4'-bipyridine)-3-carboxamide C1CC12OC[C@@H](C2)OC2=NN=C(S2)NC(=O)C=2C=NC(=CC2C2=CC(=NC=C2OC)Cl)C |r|